((5'-methyl-4-(2-methyloctan-2-yl)-2'-(prop-1-en-2-yl)-[1,1'-biphenyl]-2,6-diyl)bis(oxy))bis(methylene)bis(2,2-dimethylpropanoate) CC=1C=CC(=C(C1)C1=C(C=C(C=C1OCCC(C(=O)[O-])(C)C)C(C)(CCCCCC)C)OCCC(C(=O)[O-])(C)C)C(=C)C